NC1=NC=2C=CC(=CC2C2=C1C(=NN2C)C)C(=O)O 4-amino-1,3-dimethyl-1H-pyrazolo[4,3-c]quinoline-8-carboxylic acid